4-iodo-2-methylquinoline IC1=CC(=NC2=CC=CC=C12)C